FC(C(=O)NC=1C=C2C(=NC1)N(N=C2C#CC2=CC=C(C=C2)C(F)(F)F)C)=C 2-Fluoro-N-(1-methyl-3-((4-(trifluoromethyl)phenyl)ethynyl)-1H-pyrazolo[3,4-b]pyridin-5-yl)acrylamide